BrC1=CC=C(C=C1)N1C(C2(CC1)CC1=CC=CC=C1C2)=O (4-bromophenyl)-1,3-dihydrospiro[indene-2,3'-pyrrolidine]-2'-one